4-((5-(3-(Methylsulfonyl)phenyl)-1-(4-(trifluoromethyl)benzyl)-1H-indol-7-amidyl)methyl)benzoic acid CS(=O)(=O)C=1C=C(C=CC1)C=1C=C2C=CN(C2=C(C1)C(=O)NCC1=CC=C(C(=O)O)C=C1)CC1=CC=C(C=C1)C(F)(F)F